N-[(1H-benzotriazol-1-yl)-(dimethylamino)-methylene]-N-methylmethanaminium hexafluorophosphate F[P-](F)(F)(F)(F)F.N1(N=NC2=C1C=CC=C2)C(=[N+](C)C)N(C)C